2-Guanidino-Quinazoline N(C(=N)N)C1=NC2=CC=CC=C2C=N1